[K+].CC(CCCC)(CC)C=1C(=CC(=C(C(=O)[O-])C1)C)O 5-(1-methyl-1-ethylpentyl)-4-hydroxy-2-methylbenzoic acid, potassium salt